C(C)(C)OCCOCCO diethylene glycol mono-iso-propyl ether